NC(C)(C)C1=CC(=NC(=C1)C1=CC(=C(C=C1)F)F)OC1[C@@H]2CN(C[C@H]12)C(=O)C1=C(N=C(S1)C1=NC=CC=N1)C ((1R,5S,6s)-6-((4-(2-aminopropan-2-yl)-6-(3,4-difluorophenyl)pyridin-2-yl)oxy)-3-azabicyclo[3.1.0]hexan-3-yl)(4-methyl-2-(pyrimidin-2-yl)thiazol-5-yl)methanone